NC=1C2=C(N=CN1)C(=NC(=C2)NC([2H])([2H])[2H])C=2C(=C(C=CC2C)O)C (R)-3-(4-amino-6-((methyl-d3)amino)pyrido[3,4-d]pyrimidin-8-yl)-2,4-dimethylphenol